(R)-2-(3-fluoro-2-methoxy-5-(1-methylpiperidin-4-yl)phenyl)-2-((R)-3-((5-(5,6,7,8-tetrahydro-1,8-naphthyridin-2-yl)pentyl)oxy)pyrrolidin-1-yl)acetic acid FC=1C(=C(C=C(C1)C1CCN(CC1)C)[C@H](C(=O)O)N1C[C@@H](CC1)OCCCCCC1=NC=2NCCCC2C=C1)OC